2-dimethylguanosine CN(C)C1=NC2=C(C(=O)N1)N=CN2[C@H]3[C@@H]([C@@H]([C@H](O3)CO)O)O